4-(2-(4-(cyclopropylamino)-1-phenylcyclohexyl)ethoxy)-2,5-difluoro-N-(1,2,4-thiadiazol-5-yl)benzenesulfonamide tert-butyl-(naphthalen-2-ylmethyl)(3-oxopropyl)carbamate C(C)(C)(C)OC(N(CCC=O)CC1=CC2=CC=CC=C2C=C1)=O.C1(CC1)NC1CCC(CC1)(C1=CC=CC=C1)CCOC1=CC(=C(C=C1F)S(=O)(=O)NC1=NC=NS1)F